sodium perfluorooctanol FC(C(C(C(C(C(C(C(F)(F)F)(F)F)(F)F)(F)F)(F)F)(F)F)(F)F)(O)F.[Na]